O=C1NC(CCC1N1CC2=CC=C(C=C2C1=O)CNC(OCC=1C=C(C=CC1)C1=CC=C(C=C1)Cl)=O)=O (4'-chloro-[1,1'-biphenyl]-3-yl)methyl ((2-(2,6-dioxopiperidin-3-yl)-3-oxoisoindolin-5-yl)methyl)carbamate